Cl\C(=C/[C@@H]1C([C@@H]1C(=O)OCC1=C(C(=C(C(=C1Cl)F)C)F)Cl)(C)C)\C(F)(F)F 2,6-dichloro-3,5-difluoro-4-methylbenzyl (1R)-cis-3-[(Z)-2-chloro-3,3,3-trifluoro-1-propenyl]-2,2-dimethylcyclopropanecarboxylate